C(C)(C)(C)OC(=O)N(CCC1=NC(=CC=C1[N+](=O)[O-])OC)CC1=C(C=CC(=C1)F)NC1=C(C(=O)O)C=C(C(=C1)F)Cl 2-((2-(((tert-butoxycarbonyl)(2-(6-methoxy-3-nitropyridin-2-yl)ethyl)amino)methyl)-4-fluorophenyl)amino)-5-chloro-4-fluorobenzoic acid